C(C)(C)(C)C1=CC=C(C=C1)C(C1=CC=CC2=CC=CC=C12)C1=NC=CC=C1 ((4-(tert-butyl)phenyl)(naphthalen-1-yl)methyl)pyridine